4-methyl-2,3-dinitrophenol CC1=C(C(=C(C=C1)O)[N+](=O)[O-])[N+](=O)[O-]